CC1=NC=C(C(=C1O)C[NH2+][C@@H](CCCCNC(=O)C)C(=O)[O-])COP(=O)([O-])[O-] The molecule is an organophosphate oxoanion that is the dianion of N(6)-acetyl-N(2)-(5'-phosphopyridoxyl)-L-alanine having anionic carboxy, hydroxy and phosphate groups with the secondary amino group and pyridine nitrogen protonated. It has a role as an epitope and an antigen. It is a conjugate base of a N(6)-acetyl-N(2)-(5'-phosphopyridoxyl)-L-lysine.